5-(4-cyclopropyl-1H-imidazol-1-yl)-2-fluoro-N-(6-(5-(fluoromethyl)-6,7-dihydro-5H-pyrrolo[2,1-c][1,2,4]triazol-3-yl)pyridin-2-yl)-4-methylbenzamide C1(CC1)C=1N=CN(C1)C=1C(=CC(=C(C(=O)NC2=NC(=CC=C2)C=2N3C(=NN2)CCC3CF)C1)F)C